BrC[C@H]1CCC(N1)=O (R)-5-bromomethyl-2-pyrrolidone